CN(C(=O)C=1C=CC=2N(C(C=C(N2)N2CCOCC2)=O)C1)C N,N-dimethyl-2-morpholino-4-oxo-pyrido[1,2-a]Pyrimidine-7-carboxamide